ClC=1C(=NC(=NC1)N1N=C(C=C1)C(F)(F)F)NC1=CC=2C3=C(C(N(C2C=C1)C)=O)OCCC1(N3)COCC1 10'-((5-chloro-2-(3-(trifluoromethyl)-1H-pyrazol-1-yl)pyrimidin-4-yl)amino)-7'-methyl-3',4,4',5-tetrahydro-1'H,2H-spiro[furan-3,2'-[1,4]oxazepino[2,3-c]quinolin]-6'(7'H)-one